ClC=1C=CC(=NC1)C=1N=C2N(C=CC=C2)C1CC12CNCC(CC1)N2C=2C(=C(C=CC2)C=O)F 3-{[2-(5-Chloropyridin-2-yl)imidazo[1,2-a]pyridin-3-yl]methyl-3,8-diazabicyclo[3.2.1]oct-8-yl}(2-fluorophenyl)methanone